tert-butyl 3a-(6-chloropyridin-2-yl)-2-oxohexahydrooxazolo[4,5-c]pyridine-5(4H)-carboxylate ClC1=CC=CC(=N1)C12CN(CCC1OC(N2)=O)C(=O)OC(C)(C)C